(2-chloro-1-phenylethyl)-3-fluoroisonicotinamide ClCC(C1=CC=CC=C1)C=1C(=C(C(=O)N)C=CN1)F